diethyl 2,2-difluoromalonate FC(C(=O)OCC)(C(=O)OCC)F